ClC1=CC=C2C(=N1)N=C(O2)N2CC=1NC(C=CC1C2)=O 6-(5-chlorooxazolo[4,5-b]pyridin-2-yl)-5,7-dihydro-1H-pyrrolo[3,4-b]pyridin-2-one